N1CC(C1)N1N=C(C=2C1=NC=NC2N)I 1-(azetidin-3-yl)-3-iodo-1H-pyrazolo[3,4-d]pyrimidin-4-amine